OC1(C2=CC=CC=C2C=2C(=CC(=CC12)OC)C=1C=NN(C1)C(C(=O)NNC1=NC=CN=C1)C)C(F)(F)F 2-(4-(9-hydroxy-2-methoxy-9-(trifluoromethyl)-9H-fluoren-4-yl)-1H-pyrazol-1-yl)-N'-(pyrazin-2-yl)propanehydrazide